C(C=C)(=O)OCC1OC(OC1)(CC)C (2-methyl-2-ethyl-1,3-dioxolan-4-yl)methyl acrylate